N-(4-(1-(4-chlorophenyl)-1-phenylethyl)thiazol-2-yl)-2,6-difluoro-4-(piperazin-1-yl)benzamide ClC1=CC=C(C=C1)C(C)(C1=CC=CC=C1)C=1N=C(SC1)NC(C1=C(C=C(C=C1F)N1CCNCC1)F)=O